CC1=C(C=CC=C1)N=C1C=CC(C=C1)=NC1=C(C=CC=C1)C bis(2-methylphenyl)-1,4-benzoquinone diimine